FC=1C=CC(=C(C1)NC(=O)N1C(C=2NN=C(C2C1)NC(=O)C1(CCC1)[Si](C)(C)C)(C)C)C N-(5-fluoro-2-methylphenyl)-6,6-dimethyl-3-[1-(trimethylsilyl)cyclobutanecarboxamido]-4,6-dihydropyrrolo[3,4-c]pyrazole-5(1H)-carboxamide